4-[[4-[[2-(6-methyl-2-pyridyl)pyrimidin-4-yl]amino]pyrimidin-2-yl]amino]phenol CC1=CC=CC(=N1)C1=NC=CC(=N1)NC1=NC(=NC=C1)NC1=CC=C(C=C1)O